2-[3-[[(3R)-1-Ethyl-3-piperidyl]amino]-5-methyl-1,2,4-triazin-6-yl]-3-methyl-5-(trifluoromethyl)phenol C(C)N1C[C@@H](CCC1)NC=1N=NC(=C(N1)C)C1=C(C=C(C=C1C)C(F)(F)F)O